4-(2-(1H-pyrrol-1-yl)ethyl)-N-(4-((3,5-bis(trifluoromethyl)benzyl)oxy)phenyl)piperazine-1-carboxamide N1(C=CC=C1)CCN1CCN(CC1)C(=O)NC1=CC=C(C=C1)OCC1=CC(=CC(=C1)C(F)(F)F)C(F)(F)F